C(C)(=O)C1=CC(=C(C=C1)C1=CC=2C=NN(C(C2CC1)=O)C1=NC=CC=N1)C 6-(4-acetyl-2-methylphenyl)-2-(pyrimidin-2-yl)-7,8-dihydro-phthalazin-1(2H)-one